C(=O)CC(=O)OCCCCCCCC octyl formylacetate